N-(4-chlorophenyl)-2-(4-(6-(4-fluorophenyl)pyrimidin-4-yl)cyclohexyl)propanamide ClC1=CC=C(C=C1)NC(C(C)C1CCC(CC1)C1=NC=NC(=C1)C1=CC=C(C=C1)F)=O